3-[4-[(1S,4S,5R)-5-[[4-cyclopropyl-1-(2,6-dichlorophenyl)-1H-pyrazol-5-yl]methoxy]-2-azabicyclo[2.2.1]heptan-2-yl]-3-fluorophenyl]propanoic acid C1(CC1)C=1C=NN(C1CO[C@H]1[C@@H]2CN([C@H](C1)C2)C2=C(C=C(C=C2)CCC(=O)O)F)C2=C(C=CC=C2Cl)Cl